4-Amino-1-[4-[4-[6-chloro-4-(trifluoromethyl)-2-pyridinyl]piperazin-1-yl]sulfonylphenyl]-5-methyl-pyrrolidin-2-one NC1CC(N(C1C)C1=CC=C(C=C1)S(=O)(=O)N1CCN(CC1)C1=NC(=CC(=C1)C(F)(F)F)Cl)=O